CC=1N=CC(=NC1)C1=NN=C(S1)S (5-methylpyrazin-2-yl)-1,3,4-thiadiazole-2-thiol